(S)-N-(7-chloro-6-(4-((3R,4R)-4-hydroxy-3-methyltetrahydrofuran-3-yl)piperazin-1-yl)isoquinolin-3-yl)-6-oxaspiro[2.5]octane-1-carboxamide ClC1=C(C=C2C=C(N=CC2=C1)NC(=O)[C@H]1CC12CCOCC2)N2CCN(CC2)[C@@]2(COC[C@@H]2O)C